5-(2-methoxyphenyl)-thiophene COC1=C(C=CC=C1)C1=CC=CS1